C1(CC1)OC(=O)C=1C(N(C2=CC(=CC=C2C1N)I)C1=CC=CC=C1)=O 4-amino-7-iodo-2-oxo-1-phenyl-1,2-dihydroquinoline-3-carboxylic acid cyclopropyl ester